C(C)(C)(C)OC(=O)N1C[C@@H]2C([C@@H]2C1)C(=O)O (1s,5r,6s)-3-tert-butoxycarbonyl-3-azabicyclo[3.1.0]hexane-6-carboxylic acid